CN(P(OC)(=O)Cl)C methyl dimethylphosphoramidochloridate